N-Boc-aminotrihydroxymethylmethane C(=O)(OC(C)(C)C)NCC(O)(O)O